S1C=NC2=C1C=C(C=C2)\C=C\2/N=C(NC2=O)N[C@H]2C(NCC2)=O |r| (±)-(4Z)-4-(1,3-benzothiazol-6-ylmethylene)-2-[(2-oxopyrrolidin-3-yl)amino]-1H-imidazol-5-one